1-benzyl-3-(((3-nitropyridin-2-yl)amino)methyl)-pyrrolidine-3-carboxylic acid methyl ester COC(=O)C1(CN(CC1)CC1=CC=CC=C1)CNC1=NC=CC=C1[N+](=O)[O-]